5,6-dicyano-2-trifluoromethylbenzimidazolid C(#N)C1=CC2=C(N=C([N-]2)C(F)(F)F)C=C1C#N